methyl (E)-3-(3-fluoro-5-(N-(4-(1-methyl-1H-indazol-5-yl)benzyl)cyclohexanecarboxamido)phenyl)acrylate FC=1C=C(C=C(C1)N(C(=O)C1CCCCC1)CC1=CC=C(C=C1)C=1C=C2C=NN(C2=CC1)C)/C=C/C(=O)OC